ClC1=CC=C(C=C1)C=1C=C(C(N(N1)C1=CC(=NN1)C)=O)C(=O)NC(CO)C 6-(4-chlorophenyl)-N-(1-hydroxypropan-2-yl)-2-(3-methyl-1H-pyrazol-5-yl)-3-oxo-2,3-dihydropyridazine-4-carboxamide